tert-butyl (2R)-6-(benzyloxy)-2-({(tert-butoxycarbonyl)[(oxan-4-yl)methyl]amino}methyl)-5-[(2-tert-butoxy-2-oxoethyl)amino]-4-fluoro-2,3-dihydro-1H-indole-1-carboxylate C(C1=CC=CC=C1)OC1=C(C(=C2C[C@@H](N(C2=C1)C(=O)OC(C)(C)C)CN(CC1CCOCC1)C(=O)OC(C)(C)C)F)NCC(=O)OC(C)(C)C